(2,3-difluorophenyl)but-3-en-1-ol FC1=C(C=CC=C1F)C(CC=C)O